(1R,2S)-5'-methoxy-2-(3-{[5-methoxy-2-(oxan-4-yl)pyrimidin-4-yl]amino}-1H-indazol-6-yl)spiro[cyclopropane-1,3'-indol]-2'(1'H)-one COC=1C=C2[C@]3(C(NC2=CC1)=O)[C@@H](C3)C3=CC=C1C(=NNC1=C3)NC3=NC(=NC=C3OC)C3CCOCC3